benzyl (S)-4-(4-(4-((5-(tert-butyl)-1,2,4-oxadiazole-3-carboxamido)methyl)-3-methylphenyl)pyrrolo[2,1-f][1,2,4]triazin-6-yl)-3-methylpiperazine-1-carboxylate C(C)(C)(C)C1=NC(=NO1)C(=O)NCC1=C(C=C(C=C1)C1=NC=NN2C1=CC(=C2)N2[C@H](CN(CC2)C(=O)OCC2=CC=CC=C2)C)C